1-Methyl-5-nitro-2-(4-nitro-phenoxymethyl)-1H-imidazole CN1C(=NC=C1[N+](=O)[O-])COC1=CC=C(C=C1)[N+](=O)[O-]